[Si](C)(C)(C(C)(C)C)OCCCCCCCC#CC=1C=CC(=NC1)CNC(OCC1=CC=CC=C1)=O benzyl ((5-(9-((tert-butyldimethylsilyl)oxy)non-1-yn-1-yl)pyridin-2-yl)methyl)carbamate